CN1C(C2=CC=CC(=C2C1=O)O[C@@H](CCNC)C=1SC=CC1)=O (S)-2-methyl-4-(3-(methylamino)-1-(thiophen-2-yl)propoxyl)isoindoline-1,3-dione